C(C)(C)(C)OC(=O)NC[C@@H](C(=O)O)NC(C1=C(C(=CC=C1Cl)[N+](=O)[O-])Cl)=O (S)-3-(tert-butoxycarbonylamino)-2-(2,6-dichloro-3-nitrobenzamido)propanoic acid